NC1=NC2=CC=C(C=C2C=C1C(=C)C)C(=O)OC methyl 2-amino-3-isopropenylquinoline-6-carboxylate